1-hydroxy-4-(methoxycarbonyl)-1,4a,5,7a-tetrahydrocyclopenta[c]pyran-7-carboxylic acid OC1OC=C(C2C1C(=CC2)C(=O)O)C(=O)OC